1-hydroxycyclohexyl-hexanone OC1(CCCCC1)CC(CCCC)=O